2-(6-(bis(2-hydroxyethyl)amino)-2-(bis(2-methoxyethyl)amino)-8-(4-methoxypiperidin-1-yl)pyrimido[5,4-d]pyrimidin-4-yl)hexahydropyrrolo[1,2-a]pyrazin-4(1H)-one OCCN(C=1N=C(C=2N=C(N=C(C2N1)N1CC2N(C(C1)=O)CCC2)N(CCOC)CCOC)N2CCC(CC2)OC)CCO